C(C1=CC=CC=C1)NC(O[C@H]1[C@H](NC[C@@H]1O)CN1N=CC=C1)=O (2R,3S,4S)-4-hydroxy-2-(pyrazol-1-ylmethyl)pyrrolidin-3-yl N-benzylcarbamate